CN(C1=CC(=C(C(=O)C2=C(C(=O)O)C=CC=C2)C=C1)O)C 2-(4-dimethylamino-2-hydroxybenzoyl)-benzoic acid